perfluorophenyl (S)-28-((((9H-fluoren-9-yl)methoxy)carbonyl)amino)-27-oxo-2,5,8,11,14,17,20,23-octaoxa-26-azahentriacontan-31-oate C1=CC=CC=2C3=CC=CC=C3C(C12)COC(=O)N[C@H](C(NCCOCCOCCOCCOCCOCCOCCOCCOC)=O)CCC(=O)OC1=C(C(=C(C(=C1F)F)F)F)F